[Si].C(CCC)C(=NO)CCCC dibutyl ketoxime silicon